3'-Amino-2',3'-dideoxyguanosine N[C@H]1C[C@@H](O[C@@H]1CO)N1C=NC=2C(=O)NC(N)=NC12